1-[4-(1,3-difluorocyclobutyl)pyridin-2-yl]-N-(6-methoxy-1-methylindazol-7-yl)pyrazole-4-sulfonamide FC1(CC(C1)F)C1=CC(=NC=C1)N1N=CC(=C1)S(=O)(=O)NC=1C(=CC=C2C=NN(C12)C)OC